tert-butyl 4-[(1,2-dimethyl-6-oxo-4-pyridyl)oxymethyl]-1-formyl-2-azabicyclo[2.1.1]hexane-2-carboxylate CN1C(=CC(=CC1=O)OCC12CN(C(C1)(C2)C=O)C(=O)OC(C)(C)C)C